(±)-N-(3-chloro-4-(trifluoromethyl)phenyl)-2-hydroxy-6,7,8,9-tetrahydro-5H-5,8-epiminocyclohepta[d]pyrimidine-10-carboxamide ClC=1C=C(C=CC1C(F)(F)F)NC(=O)N1C2CCC1CC=1N=C(N=CC12)O